(7S)-N-(1-(6-cyanopyridin-3-yl)pyrrolidin-3-yl)-4-(5-(5-fluoro-2-methoxypyridin-4-yl)-1H-pyrazole-3-carbonyl)-4-azaspiro[2.5]octane-7-carboxamide C(#N)C1=CC=C(C=N1)N1CC(CC1)NC(=O)[C@H]1CCN(C2(CC2)C1)C(=O)C1=NNC(=C1)C1=CC(=NC=C1F)OC